[Zn].NC=1C2=C(N=CN1)N(C(=C2C2=CC(=C(C=C2)OC2=NC=CC(=N2)C)F)C2=CC=C(C=C2)NC(C(=C)C)=O)C2COCC2 N-(4-(4-amino-5-(3-fluoro-4-((4-methylpyrimidin-2-yl)oxy)phenyl)-7-(tetrahydrofuran-3-yl)-7H-pyrrolo[2,3-d]pyrimidin-6-yl)phenyl)methacrylamide zinc